4,6-difluoro-5-(4-fluoro-3-iodo-phenoxy)-1-(p-tolylsulfonyl)indole FC1=C2C=CN(C2=CC(=C1OC1=CC(=C(C=C1)F)I)F)S(=O)(=O)C1=CC=C(C=C1)C